methyl 2-bromo-5-((4-carbamoyl-1-(trans-4-cyanotetrahydro-2H-pyran-3-yl)-1H-pyrazol-3-yl) amino)-3-methylbenzoate BrC1=C(C(=O)OC)C=C(C=C1C)NC1=NN(C=C1C(N)=O)[C@@H]1COCC[C@H]1C#N